(3S,4S)-8-[6-amino-5-(2-amino-3-chloropyridin-4-yl)sulfanylpyrazin-2-yl]-3-methyl-2-oxa-8-azaspiro[4.5]decan-4-amine NC1=C(N=CC(=N1)N1CCC2([C@@H]([C@@H](OC2)C)N)CC1)SC1=C(C(=NC=C1)N)Cl